5-Ethyl-N,N-bis(4-methoxybenzyl)-4-(4,4,5,5-tetramethyl-1,3,2-dioxaborolan-2-yl)quinolin-2-amine C(C)C1=C2C(=CC(=NC2=CC=C1)N(CC1=CC=C(C=C1)OC)CC1=CC=C(C=C1)OC)B1OC(C(O1)(C)C)(C)C